FC(C=1C=C(C2=C(C(=NO2)NC(C(=O)N=CN(C)C)CC)C1)C(F)(F)F)(F)F 2-[[5,7-bis(trifluoromethyl)-1,2-benzoxazol-3-yl]amino]-N-(dimethylaminomethylene)butanamide